phosphoamide P(=O)(=O)[NH-]